3-(methoxymethyl)benzene-1,2-diamine COCC1=C(C(=CC=C1)N)N